C(CCCCCC)C(C(=O)OCC1(CCC2(CCN(CC2)CCCCO)CC1)COC(C(CCCCCCC)CCCCCCC)=O)CCCCCCC (3-(4-hydroxybutyl)-3-azaspiro[5.5]undecane-9,9-diyl)bis(methylene) bis(2-heptylnonanoate)